(S)-(+)-1-azabicyclo[2.2.2]octane N12CCC(CC1)CC2